NC=1C2=C(N=CN1)NC=C2C2=CC(=C(C=C2)OC2=NC(=CC=C2)C)F 4-Amino-5-(3-fluoro-4-((6-methylpyridin-2-yl)oxy)phenyl)-7H-pyrrolo[2,3-d]pyrimidine